ClC1=C(C=C(C=C1)C1=CN(C2=NC(=CC=C21)C(=O)OC)CCN2C(CCC2)=O)F methyl 3-(4-chloro-3-fluorophenyl)-1-(2-(2-oxopyrrolidin-1-yl)ethyl)-1H-pyrrolo[2,3-b]pyridine-6-carboxylate